OC1CC(N(CC1)C(=O)C=1C2=C(N(N1)C1=CSC=C1)C=1C=C(C(=CC1OC2)OC)C2=NN(C=C2)C)(C)C (4-hydroxy-2,2-dimethylpiperidin-1-yl)(7-methoxy-8-(1-methyl-1H-pyrazol-3-yl)-1-(thiophen-3-yl)-1,4-dihydrochromeno[4,3-c]pyrazol-3-yl)methanone